3a,7a-Dihydroxy-5b-cholestanoyl-CoA C[C@H](CCCC(C)C(=O)SCCNC(=O)CCNC(=O)[C@@H](C(C)(C)COP(=O)(O)OP(=O)(O)OC[C@@H]1[C@@H](C([C@@H](O1)N2C=NC3=C(N=CN=C32)N)O)OP(=O)(O)O)O)[C@H]4CC[C@@H]5[C@@]4(CC[C@H]6[C@H]5[C@@H](C[C@H]7[C@@]6(CC[C@H](C7)O)C)O)C